tert-butyl 4-(4,5,6,7-tetrahydrothiazolo[5,4-c]pyridin-2-yl)piperazine-1-carboxylate N1=C(SC=2CNCCC21)N2CCN(CC2)C(=O)OC(C)(C)C